4-((2s,3S)-4-acryloyl-3-methylmorpholin-2-yl)-6-chloro-5'-fluoro-N,6'-dimethyl-[2,4'-bipyridine]-2'-carboxamide C(C=C)(=O)N1[C@H]([C@@H](OCC1)C1=CC(=NC(=C1)Cl)C1=CC(=NC(=C1F)C)C(=O)NC)C